1-bromo-4-(2-bromo-1,1,2,2-tetrafluoro-ethoxy)-2-chloro-3-methylsulfanyl-benzene BrC1=C(C(=C(C=C1)OC(C(F)(F)Br)(F)F)SC)Cl